1-(4-(4-((2-fluoro-4-((1-((4-phenoxypyridin-2-yl)methyl)-1H-pyrazol-3-yl)oxy)phenyl)amino)-7H-pyrrolo[2,3-d]pyrimidin-5-yl)piperidin-1-yl)prop-2-en-1-one FC1=C(C=CC(=C1)OC1=NN(C=C1)CC1=NC=CC(=C1)OC1=CC=CC=C1)NC=1C2=C(N=CN1)NC=C2C2CCN(CC2)C(C=C)=O